The molecule is a phenylalanine derivative resulting from the formal condensation of the amino group of L-phenylalanine with the carboxy group of (3R)-8-hydroxy-3-methyl-1-oxo-3,4-dihydro-1H-2-benzopyran-7-carboxylic acid. Ochratoxin B differs from the more naturally abundant ochratoxin A in the absence of the dihydroisocoumarin chlorine atom. It has cytotoxic effects on kidney and liver cells in vitro but only minor effects in vivo, due to its rapid metabolism and excretion. It inhibits cell proliferation of human liver HepG2 cells at doses as low as 1 mug/ ml but lacks the genotoxic activity of ochratoxin A, even at higher concentrations. It has a role as an Aspergillus metabolite, a Penicillium metabolite, a mycotoxin and a calcium channel blocker. It is a phenylalanine derivative, a N-acyl-L-phenylalanine and a member of isochromanes. C[C@@H]1CC2=C(C(=C(C=C2)C(=O)N[C@@H](CC3=CC=CC=C3)C(=O)O)O)C(=O)O1